Cl.C(C1=CC=CC=C1)NC(=N)N1CC(C=2C3=C(C=CC12)C=CC=C3)C N-Benzyl-1-methyl-1,2-dihydro-3H-benzo[e]indole-3-carboximidamide hydrochloride